2-(6-methoxypyridin-3-yl)-7-(piperazin-1-yl)-4H-pyrido[1,2-a]pyrimidin-4-one COC1=CC=C(C=N1)C=1N=C2N(C(C1)=O)C=C(C=C2)N2CCNCC2